2-Ethyl-6-isopropyl-4-oxo-5,6,7,8-tetrahydropyrido[4,3-d]pyrimidin C(C)C=1NC(C2=C(N1)CCN(C2)C(C)C)=O